(2E)-2-{[5-(4-bromophenyl)furan-2-yl]methylidene}hydrazinecarbothioamide BrC1=CC=C(C=C1)C1=CC=C(O1)\C=N\NC(N)=S